(3S,5S)-2,5-DIMETHYLHEPT-6-EN-3-OL CC(C)[C@H](C[C@@H](C=C)C)O